4-(4-chlorophenoxy)-2-chlorotoluene ClC1=CC=C(OC2=CC(=C(C)C=C2)Cl)C=C1